3-(4-((3-morpholinopropyl)thio)-1-oxoisoindolin-2-yl)piperidine-2,6-dione O1CCN(CC1)CCCSC1=C2CN(C(C2=CC=C1)=O)C1C(NC(CC1)=O)=O